(S)-3-(2,6-dichloro-4-(2-(4-((R)-3-chloro-2-hydroxypropoxy)phenyl)propan-2-yl)phenoxy)propane-1,2-diol ClC1=C(OC[C@H](CO)O)C(=CC(=C1)C(C)(C)C1=CC=C(C=C1)OC[C@H](CCl)O)Cl